[O-]P([O-])(=O)OP(=O)([O-])OP(=O)(O)O.[Fe+2].[Li+] lithium iron triphosphate